tris(4-fluorophenyl)phosphine FC1=CC=C(C=C1)P(C1=CC=C(C=C1)F)C1=CC=C(C=C1)F